1-(2,6-dichlorophenyl)-4-((4-(1-(2-methoxyethyl)-4-(trifluoromethyl)-1H-imidazol-2-yl)phenyl)amino)-1H-pyrazole-3-carboxamide ClC1=C(C(=CC=C1)Cl)N1N=C(C(=C1)NC1=CC=C(C=C1)C=1N(C=C(N1)C(F)(F)F)CCOC)C(=O)N